3-Oxo-2-(1,2-thiazol-4-yl)-6-[4-(trifluoromethoxy)phenyl]-2,3-dihydropyridazine-4-carboxylic acid O=C1N(N=C(C=C1C(=O)O)C1=CC=C(C=C1)OC(F)(F)F)C=1C=NSC1